ClC1=CC=C(COC2=C(C=C(CN3C(N(C4=CC(=C(C=C4C3=O)OC(CF)CF)F)C3CCN(CC3)C=O)=O)C=C2)OC)C=C1 4-[3-{4-[(4-chlorobenzyl)oxy]-3-methoxybenzyl}-7-fluoro-6-[2-fluoro-1-(fluoromethyl)ethoxy]-2,4-dioxo-3,4-dihydroquinazolin-1(2H)-yl]piperidine-1-carbaldehyde